NC=1C=2N(C3=CC(=C(C=C3N1)F)C(=O)N(C)[C@@H]1CCOC3=CC(=CC=C13)Br)C=NC2 (R)-4-amino-N-(7-bromochroman-4-yl)-7-fluoro-N-methylimidazo[1,5-a]quinoxaline-8-carboxamide